OC(CN(CCN(CC(C)O)CC(C)O)CC(C)O)C N,N,N',N'-Tetrakis(2-hydroxypropyl)-ethylenediamin